FC(C=1C(=C(C=CC1)[C@@H](C)NC=1C2=C(N=CN1)N(C(C(=C2)N2CCN(CC2)C2COC2)=O)CCCCCCC=O)F)(C2CCNCC2)F (R)-7-(4-((1-(3-(difluoro(piperidin-4-yl)methyl)-2-fluorophenyl)ethyl)amino)-6-(4-(oxetan-3-yl)piperazin-1-yl)-7-oxopyrido[2,3-d]pyrimidin-8(7H)-yl)heptanal